O=C(NCCOCCOCCOCCC(=O)OC(C)(C)C)CCCCCCCCCCCCC(=O)OCC1=CC=CC=C1 27-benzyl 1-tert-butyl 14-oxo-4,7,10-trioxa-13-azaheptacosane-1,27-dioate